ClC1=CC=C(C(=N1)S(N)(=O)=O)O[C@H](C)C=1C=C(C=C2C(C(=C(OC12)C1(CC1)CC(=O)O)C)=O)C 2-[1-[8-[(1R)-1-[(6-Chloro-2-sulfamoyl-3-pyridyl)oxy]ethyl]-3,6-dimethyl-4-oxo-chromen-2-yl]cyclopropyl]acetic acid